C(C1=CC(O)=C(O)C(O)=C1)(=S)O thiogallic acid